C(C1=CC=CC=C1)N1C[C@@H](CC1)O (R)-1-benzyl-3-pyrrolidinol